CC1([C@H](C2=C(N=CS2)CC1)NC1=C(C(C1=O)=O)NC1=C(C(=NC=C1)C(=O)N(C)C)O)C (R)-4-((2-((6,6-dimethyl-4,5,6,7-tetrahydrobenzo[d]thiazol-7-yl)amino)-3,4-dioxocyclobut-1-en-1-yl)amino)-3-hydroxy-N,N-dimethylpicolinamide